6-(2,5-dimethyl-4-((4-phenylpiperazin-1-yl)methyl)thiophene-3-carboxamido)spiro[3.3]Heptane-2-carboxylic acid methyl ester COC(=O)C1CC2(C1)CC(C2)NC(=O)C2=C(SC(=C2CN2CCN(CC2)C2=CC=CC=C2)C)C